N-(1-((4-(trifluoromethyl)pyridin-2-yl)amino)-2,3-dihydro-1H-inden-5-yl)acrylamide 2,2,2-trifluoroacetate FC(C(=O)O)(F)F.FC(C1=CC(=NC=C1)NC1CCC2=CC(=CC=C12)NC(C=C)=O)(F)F